C(C1=CC=CC=C1)N1CCC(CC1)N(C=1C=C(C=CC1)O)C1=CSC=C1 3-((1-Benzylpiperidin-4-yl)(thiophen-3-yl)amino)phenol